4-(2-(3-phenyl-1H-pyrazol-1-yl)-7-(pyridin-4-yl)pyrido[3,2-d]pyrimidin-4-yl)morpholine C1(=CC=CC=C1)C1=NN(C=C1)C=1N=C(C2=C(N1)C=C(C=N2)C2=CC=NC=C2)N2CCOCC2